O=C1NC(CCC1C1=CC(=NC=C1)NC(CN1[C@@H](CN(C[C@@H]1C)C(=O)OC(C)(C)C)C)=O)=O tert-butyl (3r,5s)-4-(2-((4-(2,6-dioxopiperidin-3-yl) pyridin-2-yl) amino)-2-oxoethyl)-3,5-dimethylpiperazine-1-carboxylate